C(C)N(C1=CC(=CC(=N1)C(=O)N(C)C1=CC(=C(C(=O)OC)C=C1)C)C)C(C)C Methyl 4-(6-(ethyl(isopropyl)amino)-N,4-dimethylpicolinamido)-2-methylbenzoate